5-((5-(diethylamino)pentan-2-yl)amino)-N-(6-methoxyquinolin-8-yl)pyrazine-2-carboxamide C(C)N(CCCC(C)NC=1N=CC(=NC1)C(=O)NC=1C=C(C=C2C=CC=NC12)OC)CC